N[C@H]1CS(C2=C(N(C1=O)CC1=CC=C(C=C1)Cl)C=C(C(=C2)F)C=2OC(=NN2)N2CC1(C2)CC(C1)(F)F)(=O)=O (3R)-3-amino-5-[(4-chlorophenyl)methyl]-7-[5-(6,6-difluoro-2-azaspiro[3.3]heptan-2-yl)-1,3,4-oxadiazol-2-yl]-8-fluoro-1,1-dioxo-2,3-dihydro-1λ6,5-benzothiazepin-4-one